tert-Butyl 6-oxo-7-(2-oxoethyl)-2,7-diazaspiro[4.4]nonane-2-carboxylate O=C1C2(CCN(C2)C(=O)OC(C)(C)C)CCN1CC=O